hexamethylenebis(4-benzoylbenzyl-dimethyl-ammonium) dibromide [Br-].[Br-].C(C1=CC=CC=C1)(=O)C1=CC=C(C[N+](CCCCCC[N+](C)(C)CC2=CC=C(C=C2)C(C2=CC=CC=C2)=O)(C)C)C=C1